(S)-tert-butyl 4-((R)-10-bromo-9-chloro-3-(3-hydroxypropyl)-5-oxo-3,5-dihydro-2H-[1,4]thiazino[2,3,4-ij]quinazolin-7-yl)-3-methylpiperazine-1-carboxylate BrC1=C(C=C2C(=NC(N3C2=C1SC[C@H]3CCCO)=O)N3[C@H](CN(CC3)C(=O)OC(C)(C)C)C)Cl